C(C)(=O)N1CCC(CC1)N1N=CC(=C1C(=O)NC1=NC=C(C=C1C)OCC1=CC=CC=C1)Cl 1-(1-acetylpiperidin-4-yl)-N-(5-(benzyloxy)-3-methylpyridin-2-yl)-4-chloro-1H-pyrazole-5-carboxamide